C(C(=O)C1C(CCCC1)(N)N)(=O)C1C(CCCC1)(N)N oxalyl-di-cyclohexanediamine